NC1=C(C(=NN1C1COCCC1)C1=C(C=C(C=C1)CNC(C1=C(C=CC(=C1)F)OC)=O)F)C(=O)N 5-Amino-3-[2-fluoro-4-[[(5-fluoro-2-methoxy-benzoyl)amino]methyl]phenyl]-1-tetrahydropyran-3-yl-pyrazole-4-carboxamide